NC([C@H](C1CCC(CC1)C)NC(OC(C)(C)C)=O)=O tert-butyl N-[(1S)-2-amino-1-((1r,4S)-4-methylcyclohexyl)-2-oxo-ethyl]carbamate